CC(CCN1C[C@@H]2[C@H](C1)CC(C2)OC2=CC=C(C=C2)C2=CC=C(C=C2)NC(C)=O)(C)C N-(4'-(((3aR,5s,6aS)-2-(3,3-dimethylbutyl)octahydrocyclopenta[c]pyrrol-5-yl)oxy)-[1,1'-biphenyl]-4-yl)acetamide